5-CHLORO-2-NITROPHENYLBORONIC ACID ClC=1C=CC(=C(C1)B(O)O)[N+](=O)[O-]